N-(2-(3,3-difluorocyclobutyl)-6-fluoro-4-(2-(trifluoromethyl)-6,7-dihydropyrazolo[1,5-a]pyrazin-5(4H)-yl)phenyl)-3,3-dimethylbutanamide FC1(CC(C1)C1=C(C(=CC(=C1)N1CC=2N(CC1)N=C(C2)C(F)(F)F)F)NC(CC(C)(C)C)=O)F